[rac-(2R,5S)-5-(1,3-benzothiazol-5-yl)-2-methyl-piperazin-1-yl]-[1-(trifluoromethyl)cyclopropyl]methanone S1C=NC2=C1C=CC(=C2)[C@@H]2NC[C@H](N(C2)C(=O)C2(CC2)C(F)(F)F)C |r|